8-(3,5-dimethylisoxazol-4-yl)-10-(1-(2-fluorophenyl)-2-(tetrahydro-2H-pyran-4-yl)ethyl)-3-methyl-1,2,3,10-tetrahydrocyclopenta[g]pyrido[3,2-b]indol-3-ol CC1=NOC(=C1C1=CC=2N(C=3C4=C(C=CC3C2N=C1)C(CC4)(O)C)C(CC4CCOCC4)C4=C(C=CC=C4)F)C